chloro-2''-methyldispiro[[1,3]dioxolane-2,1'-cyclohexane-4',1''-indene] ClC1=C(C2(C3=CC=CC=C13)CCC1(CC2)OCCO1)C